F[C@H]1[C@@H]2CC[C@H](C[C@H]1N1CCC3=C1N=NC(=C3)C=3C(=CC1=C(C(=CC(O1)=O)C)C3)O)N2 6-{7-[(1s,2s,3r,5r)-2-fluoro-8-azabicyclo[3.2.1]oct-3-yl]-6,7-dihydro-5H-pyrrolo[2,3-c]pyridazin-3-yl}-7-hydroxy-4-methyl-2H-1-benzopyran-2-one